C1=CC=CC=2C3=CC=CC=C3C(C12)COC(=O)N([C@H](C(=O)O)CC1=CC=CC=C1)C (2S)-2-[9H-Fluoren-9-ylmethoxycarbonyl-(methyl)amino]-3-phenylpropanoic acid